2-(5-(2-((2,3-dihydro-1H-inden-2-yl)amino)-5,6,7,8-tetrahydroquinazolin-7-yl)-1,3,4-oxadiazol-2-yl)-1-(3,4,6,7-tetrahydro-5H-[1,2,3]triazolo[4,5-c]pyridin-5-yl)ethan-1-one C1C(CC2=CC=CC=C12)NC1=NC=2CC(CCC2C=N1)C1=NN=C(O1)CC(=O)N1CC2=C(CC1)N=NN2